tert-butyl N-(cyclopent-3-ene-1-carbonyl)-N-(3-methoxy-4-methyl-phenyl)carbamate C1(CC=CC1)C(=O)N(C(OC(C)(C)C)=O)C1=CC(=C(C=C1)C)OC